6-(3,4-Dihydroxybenzylamino)-9-β-D-arabinofuranosylpurin OC=1C=C(CNC2=C3N=CN(C3=NC=N2)[C@H]2[C@@H](O)[C@H](O)[C@H](O2)CO)C=CC1O